BrC=1C=C2C(=NC1)N(C(N2C)=O)CC(=O)NC2CC2 2-(6-bromo-1-methyl-2-oxo-1H-imidazo[4,5-b]pyridin-3(2H)-yl)-N-cyclopropylacetamide